7-fluoro-4-methoxy-1H-indole-2-carbonitrile FC=1C=CC(=C2C=C(NC12)C#N)OC